methyl (E)-3-(3-hydroxy-5-((4-methylbenzyl)carbamoyl)phenyl)acrylate OC=1C=C(C=C(C1)C(NCC1=CC=C(C=C1)C)=O)/C=C/C(=O)OC